C(C)OC=1C=C2C3=C(C(=C(OC3=C(C(=C2C2=CC=CC=C2)C2=CC=CC=C2)C=2NCCCN2)C2=CC=CC=C2)C2=CC=CC=C2)C1 2-(5-ethoxy-2,3,7,8-tetraphenylbenzo[de]chromen-9-yl)-1,4,5,6-tetrahydropyrimidine